(7-(8-ethylnaphthalen-1-yl)-2-((tetrahydro-1H-pyrrolizin-7a(5H)-yl)methoxy)-5,6,7,8-tetrahydropyrido[3,4-d]pyrimidin-4-yl)-6-(methylsulfonyl)azepan-4-ol C(C)C=1C=CC=C2C=CC=C(C12)N1CC=2N=C(N=C(C2CC1)N1CCC(CC(C1)S(=O)(=O)C)O)OCC12CCCN2CCC1